3-(1-(4-(2,3-dihydrobenzo[b][1,4]dioxin-6-yl)phenyl)-1H-1,2,3-triazol-4-yl)benzoic acid O1C2=C(OCC1)C=C(C=C2)C2=CC=C(C=C2)N2N=NC(=C2)C=2C=C(C(=O)O)C=CC2